FC(C1=CC(=C(OCC2=NC=CC(=C2)OC2CCN(CC2)CC2=NC3=C(N2C[C@H]2OCC2)C=C(C=C3)C(=O)O)C=C1)F)F (S)-2-((4-((2-((4-(Difluoromethyl)-2-fluorophenoxy)methyl)pyridin-4-yl)oxy)piperidin-1-yl)methyl)-1-(oxetan-2-ylmethyl)-1H-benzo[d]imidazole-6-carboxylic acid